[Na].NC1=CC=CC=2C(C3=CC=CC=C3C(C12)=O)=O 1-aminoanthraquinone sodium